ammonium octadecanamide C(CCCCCCCCCCCCCCCCC)(=O)N.[NH4+]